The molecule is a tetramethylrhodium dye conjugated to the bicyclic peptide phalloidin via a thiourea linkage. It has a role as a fluorochrome. It derives from a phalloidin and a tetramethylrhodamine. C[C@H]1C(=O)N[C@H]2CC3=C(NC4=CC=CC=C34)SC[C@@H](C(=O)N5C[C@H](C[C@H]5C(=O)N1)O)NC(=O)[C@H](NC(=O)[C@@H](NC(=O)[C@@H](NC2=O)C[C@](C)(CNC(=S)/N=C/6\\C=CC(=C7C8=C(C=C(C=C8)N(C)C)OC9=C7C=CC(=C9)N(C)C)C(=C6)C(=O)O)O)C)[C@H](C)O